p-(6-chlorohexanamido)-L-phenylalanine ClCCCCCC(=O)NC1=CC=C(C[C@H](N)C(=O)O)C=C1